CN(CCOCC(F)(F)C=1C(=C(C=CC1)[C@@H](C)NC=1C2=C(N=C(N1)C)N=C(C(=C2)C2CCS(CC2)(=O)=O)OC)F)C (R)-4-(4-((1-(3-(2-(2-(dimethylamino)ethoxy)-1,1-difluoroethyl)-2-fluorophenyl)ethyl)amino)-7-methoxy-2-methylpyrido[2,3-d]pyrimidin-6-yl)tetrahydro-2H-thiopyran 1,1-dioxide